2-(2-(cyclopropanesulfonamido)thiazol-4-yl)-N-(2-fluoro-4-(pyridin-3-yl)phenyl)-2-methoxyacetamide C1(CC1)S(=O)(=O)NC=1SC=C(N1)C(C(=O)NC1=C(C=C(C=C1)C=1C=NC=CC1)F)OC